4-(4-(2-(methylamino)-2-oxoethyl)phenyl)-1H-pyrrolo[2,3-b]pyridin CNC(CC1=CC=C(C=C1)C1=C2C(=NC=C1)NC=C2)=O